8,8-difluoro-6-methyl-4-oxo-2-(1-((2-(trimethylsilyl)ethoxy)methyl)-1H-pyrazol-4-yl)-6,7,8,9-tetrahydro-4H-thieno[2,3-c]Chromene-6-carboxylic acid methyl ester COC(=O)C1(CC(CC=2C3=C(C(OC12)=O)SC(=C3)C=3C=NN(C3)COCC[Si](C)(C)C)(F)F)C